N[C@H](C(=O)OC)CCS(=O)(=N)CCCC1CC1 (2S)-methyl 2-amino-4-(3-cyclopropylpropylsulfonimidoyl)butanoate